C(C)(C)C1=NNC2=CC=C(C=C12)C1=CN=C2N1N=C(C=C2)N2CCOC1(CC1)C2 7-(3-(3-isopropyl-1H-indazol-5-yl)imidazo[1,2-b]pyridazin-6-yl)-4-oxa-7-azaspiro[2.5]octane